C=1(C(=CC=CC1)O)C1=CC=CC=C1 1,1'-Biphenyl-2-ol